2-benzyl-2-(((2r,3r,4r,5r)-3,4-diacetoxy-5-(6-amino-2-(ethylsulfanyl)-9H-purin-9-yl)-3-ethynyltetrahydrofuran-2-yl)methoxy)malonic acid diethyl ester C(C)OC(C(C(=O)OCC)(OC[C@H]1O[C@H]([C@@H]([C@]1(C#C)OC(C)=O)OC(C)=O)N1C2=NC(=NC(=C2N=C1)N)SCC)CC1=CC=CC=C1)=O